CC1N(CCC1)CCCCC1OC(C(O1)C(=O)OCCCCCCOC(C(CCCCCCCC)CCCCCC)=O)C(=O)OCCCCCCOC(C(CCCCCCCC)CCCCCC)=O Bis(6-((2-hexyldecanoyl)oxy)hexyl) 2-(4-(2-methylpyrrolidin-1-yl)butyl)-1,3-dioxolane-4,5-dicarboxylate